1-(5-chloro-4-(5,5-dimethyl-5,6-dihydro-4H-pyrrolo[1,2-b]pyrazol-3-yl)pyridin-2-yl)-3-(pyrrolidin-3-ylmethyl)urea ClC=1C(=CC(=NC1)NC(=O)NCC1CNCC1)C1=C2N(N=C1)CC(C2)(C)C